CCCCC(CC)COC(=O)CC(CC(=O)OCC(CC)CCCC)(C(=O)OCC(CC)CCCC)OC(=O)C Acetyl TriOctyl Citrate